FC(CN1CC(C(C(C1)C1=CC=NN1C)O)C1=C2C(=NC=C1)C=NN2C2=CC=NN2)F 1-(2,2-difluoroethyl)-5-(1-methyl-1H-pyrazol-5-yl)-3-(1-(1H-pyrazole-5-yl)-1H-pyrazolo[4,3-b]pyridin-7-yl)piperidin-4-ol